(E)-2-(2-(3-(dicyanomethylene)-5,5-dimethylcyclohex-1-en-1-yl)vinyl)-5-(diethylamino)phenyl-4-bromobutyric acid C(#N)C(=C1C=C(CC(C1)(C)C)/C=C/C1=C(C=C(C=C1)N(CC)CC)C(C(=O)O)CCBr)C#N